NC=1C=C2C(=CNC2=CC1)C=O 5-aminoindole-3-formaldehyde